2-propenylmethyl carbonate C(OCCC=C)([O-])=O